C(N)(=O)C1=CC=CC=2NC(=NC21)C2=CC=C(C(=O)N1CCN(CC1)C1=NC=C(C=N1)C(=O)[O-])C=C2.[Na+] Sodium 2-(4-(4-(4-carbamoyl-1H-benzo[d]imidazol-2-yl)benzoyl)piperazin-1-yl)pyrimidine-5-carboxylate